3-((12-(4-fluorophenyl)dodec-11-yn-1-yl)oxy)propyl hydrogen ((((R)-1-(6-amino-9H-purin-9-yl)propan-2-yl)oxy)methyl)phosphonate NC1=C2N=CN(C2=NC=N1)C[C@@H](C)OCP(OCCCOCCCCCCCCCCC#CC1=CC=C(C=C1)F)(O)=O